(S)-2-(2-aminoethyl)-9-ethyl-5-fluoro-9-hydroxy-2,3,12,15-tetrahydro-[1,3]oxazino[5,6-f]pyrano[3',4':6,7]indolizino[1,2-b]quinoline-10,13(1H,9H)-dione NCCN1COC=2C(=C3C=C4C(=NC3=CC2F)C2=CC3=C(C(N2C4)=O)COC([C@]3(O)CC)=O)C1